4-(methoxy-d3)cyclohexane-1-carboxylate C(OC1CCC(CC1)C(=O)[O-])([2H])([2H])[2H]